FC1CN(CCC1)C1=NC(=NC=C1)NC1CC2(CC(C2)OC2=C(C(=O)N)C=CC=N2)C1 2-(((2S,4s,6S)-6-((4-(3-fluoropiperidin-1-yl)pyrimidin-2-yl)amino)spiro[3.3]heptan-2-yl)oxy)nicotinamide